2-[4-[[6-oxo-5-(trifluoromethyl)-1-(2-trimethylsilylethoxymethyl)pyridazin-4-yl]amino]pentyl]-6-[5-(trifluoromethyl)-2-pyridinyl]isoquinolin-1-one O=C1C(=C(C=NN1COCC[Si](C)(C)C)NC(CCCN1C(C2=CC=C(C=C2C=C1)C1=NC=C(C=C1)C(F)(F)F)=O)C)C(F)(F)F